2-((3S,5R)-4,4-difluoro-5-methylpiperidin-3-yl)isoindoline-1,3-dione FC1([C@H](CNC[C@H]1C)N1C(C2=CC=CC=C2C1=O)=O)F